COC1=CC=C(C=C1)CNC(=O)NC1=CC=C(C=C1)CNC(=O)C=1C=NC(=CC1)C(C)C {[(4-methoxyphenyl)methyl]amino}-N-[4-({[6-(methylethyl)(3-pyridyl)]carbonylamino}methyl)phenyl]carboxamide